C1=CC2=C(C(=C1)Cl)N(C(=O)S2)CC(=O)[O-].[K+] The molecule is the potassium salt of benazolin. It is used as a post-emergence herbicide for the control of annual weeds in crops. It has a role as an agrochemical, a herbicide and a synthetic auxin. It contains a benazolin(1-).